C(C)(CC)[SiH](N)C(C)CC di-sec-butyl-aminosilane